(Z)-4-(2-(dimethylamino)ethylidene)-2-azabicyclo[3.1.0]hexan-3-one 2,2,2-trifluoroacetate FC(C(=O)O)(F)F.CN(C\C=C\1/C(NC2CC12)=O)C